benzyl-8-chloro-5'-fluoro-4-(3-methoxyphenyl)-3a-nitro-2'-oxo-3a,9b-dihydro-4H-spiro[cyclopenta[c]benzopyran-1,3'-indoline]-2-carbonitrile C(C1=CC=CC=C1)N1C(C2(C3=CC(=CC=C13)F)C(=CC1(C(OC3=C(C12)C=C(C=C3)Cl)C3=CC(=CC=C3)OC)[N+](=O)[O-])C#N)=O